diethanol ammonium dodecyl-sulfate C(CCCCCCCCCCC)OS(=O)(=O)[O-].[NH4+].C(C)O.C(C)O